ClC=1C=C(C(=NC1)C1CCOCC1)N1CCN(CC1)C(=O)OC(C)(C)C tert-butyl 4-(5-chloro-2-tetrahydropyran-4-yl-3-pyridyl)piperazine-1-carboxylate